C(C)OC(=S)S[K] ethoxycarbothioylsulfanylpotassium